2-fluoro-5-methyl-N-((2R)-3-methyl-1-(9-methyl-8-oxo-7-phenyl-3,9-diazaspiro[5.5]undecan-3-yl)-1-oxobutan-2-yl)benzamide FC1=C(C(=O)N[C@@H](C(=O)N2CCC3(CC2)C(C(N(CC3)C)=O)C3=CC=CC=C3)C(C)C)C=C(C=C1)C